3-[3-(2-chloro-6-methyl-4-pyridyl)-5-[(3-hydroxy-3-methyl-butyl)amino]pyrazolo[1,5-a]pyrimidin-2-yl]benzonitrile ClC1=NC(=CC(=C1)C=1C(=NN2C1N=C(C=C2)NCCC(C)(C)O)C=2C=C(C#N)C=CC2)C